(S)-3-(1-methyl-5-(2-methylazetidin-1-yl)-1H-pyrazolo[4,3-d]pyrimidin-7-yl)benzenesulfonamide CN1N=CC=2N=C(N=C(C21)C=2C=C(C=CC2)S(=O)(=O)N)N2[C@H](CC2)C